O1CCN(CC1)CCOC1=CC=C(C=C1)[C@@H]1N(C(OC1)=O)C=1C=CC2=C(NC=N2)C1 (S)-4-(4-(2-morpholinoethoxy)phenyl)-3-(1H-benzo[d]imidazol-6-yl)oxazolidin-2-one